BrC1=CC2=C(CNS2)C=C1 6-bromo-2,3-dihydrobenzo[D]isothiazole